CC=1C=CC2=C(NC(=N2)CN2C=C3C(C=C2)=NC(=C3)C3=C(C=CC=C3)CO)C1 [2-[5-[(6-methyl-1H-benzimidazol-2-yl)methyl]pyrrolo[3,2-c]pyridin-2-yl]phenyl]methanol